N1(CCOCC1)CC1=CC=C(C=C1)COC=1C=CC=C2C(N(CC12)[C@@H]1C(NC(CC1)=O)=O)=O (3S)-3-[7-[[4-(morpholin-4-ylmethyl)phenyl]methoxy]-3-oxo-1H-isoindol-2-yl]piperidine-2,6-dione